5-isopropoxy-N,N-dimethyl-2-(5-(3-(2-oxopyrrolidin-1-yl)pyridin-2-ylamino)-1,2,4-thiadiazol-3-yl)isonicotinamide C(C)(C)OC1=CN=C(C=C1C(=O)N(C)C)C1=NSC(=N1)NC1=NC=CC=C1N1C(CCC1)=O